N1(N=CC=C1)C(=O)[O-] 1H-pyrazole-1-carboxylate